1,4-bis(hydroxyethylamino)-2,3-difluoroanthraquinone OCCNC1=C(C(=C(C=2C(C3=CC=CC=C3C(C12)=O)=O)NCCO)F)F